4-methyl-5-(2-(methylamino)-pyrimidin-4-yl)thiazol-2-ylurea CC=1N=C(SC1C1=NC(=NC=C1)NC)NC(=O)N